BrC1=CC=C(C=C1)CCNC1=CC=CC=C1 N-(4-bromophenyl-ethyl)aniline